(S)-3-(6-bromobenzo[d]isoxazol-3-yl)-2-((R)-1-(tert-butoxycarbonyl)pyrrolidin-3-yl)propanoic acid BrC1=CC2=C(C(=NO2)C[C@H](C(=O)O)[C@@H]2CN(CC2)C(=O)OC(C)(C)C)C=C1